ethylenebis(p-tert-amylphenyl-biguanide) C(CN(C(=N)NC(=N)N)C1=CC=C(C=C1)C(C)(C)CC)N(C(=N)NC(=N)N)C1=CC=C(C=C1)C(C)(C)CC